COC(C1=C(C=C(C(=C1)Cl)Br)Br)=O.CC(C)(C#CC(C)(OOC(C)(C)C)C)OOC(C)(C)C 2,5-dimethyl-2,5-bis(t-butylperoxy)hexyne methyl-2,4-dibromo-5-chlorobenzoate